C(CCC)C1C(CC2CCC(CC2C1)C(=O)O)C(=O)O 3-butyl-2,6-decalindicarboxylic acid